3-fluoro-2-(7-(2,2,6,6-tetramethyl-1,2,3,6-tetrahydropyridin-4-yl)imidazo[1,2-a]pyrimidin-2-yl)-5-(2H-1,2,3-triazol-2-yl)phenol formic acid salt C(=O)O.FC=1C(=C(C=C(C1)N1N=CC=N1)O)C=1N=C2N(C=CC(=N2)C=2CC(NC(C2)(C)C)(C)C)C1